CN(C=1C=C(C=CC1)NS(=O)=O)C.[Na] sodium N-[3-(dimethylamino)phenyl]sulfonamide